3'-methoxy-acetophenone COC=1C=C(C=CC1)C(C)=O